5-butyl-2-(4-chlorophenyl)-6-(methoxymethyl)pyrimidin-4-ol C(CCC)C=1C(=NC(=NC1COC)C1=CC=C(C=C1)Cl)O